C(C1=CC=CC=C1)N(C1(CC1)C1COCC1)CC1=CC=CC=C1 N,N-dibenzyl-1-(tetrahydrofuran-3-yl)cyclopropan-1-amine